tert-butyl (R)-2-((7-chloronaphtho[2,1-d]thiazol-2-yl)carbamoyl)pyrrolidine-1-carboxylate ClC=1C=C2C=CC=3N=C(SC3C2=CC1)NC(=O)[C@@H]1N(CCC1)C(=O)OC(C)(C)C